NC1=CC(=C(CC2=C(C(=C(C=C2)O)C(C)C2=CC=C(C=C2)F)F)C(=C1)Cl)Cl 4-(4-amino-2,6-dichlorobenzyl)-3-fluoro-2-(1-(4-fluorophenyl)ethyl)phenol